[Br-].SC(CCCCCCCCCC)[N+](C)(C)C (l-1-mercaptoundecyl)trimethylammonium bromide